NC1=NC=C(C(=C1)N1N=CC(=C1C(F)(F)F)C(=O)NC=1C=NC(=C(C1)C#N)N1N=CC=N1)Cl 1-(2-amino-5-chloropyridin-4-yl)-N-(5-cyano-6-(2H-1,2,3-triazol-2-yl)pyridin-3-yl)-5-(trifluoromethyl)-1H-pyrazole-4-carboxamide